[O-2].[Mn+3].[F].[O-2].[O-2].[Mn+3] fluorine manganic oxide